8-bromo-3,6,7-trifluoroquinoline BrC=1C(=C(C=C2C=C(C=NC12)F)F)F